2-(2,3-difluorophenyl)-1-((1S,3R)-3-(hydroxymethyl)-1-methyl-5-(1H-pyrazol-4-yl)-3,4-dihydroisoquinolin-2(1H)-yl)ethan-1-one FC1=C(C=CC=C1F)CC(=O)N1[C@H](C2=CC=CC(=C2C[C@@H]1CO)C=1C=NNC1)C